[6-(3-cyclopropyl-1,2,4-triazol-1-yl)-2-azaspiro[3.3]heptan-2-yl]-[6-[[2-(2,2,2-trifluoroethyl)-5-(trifluoromethyl)pyrazol-3-yl]methyl]-2-azaspiro[3.3]heptan-2-yl]methanone C1(CC1)C1=NN(C=N1)C1CC2(CN(C2)C(=O)N2CC3(C2)CC(C3)CC=3N(N=C(C3)C(F)(F)F)CC(F)(F)F)C1